ClC1=CC=C(C=C1)NC1=NC2=CC=C(C=C2N=C1NC1=CC=C(C=C1)Cl)[N+](=O)[O-] N2,N3-bis(4-chlorophenyl)-6-nitroquinoxaline-2,3-diamine